N-[4-methyl-3-(trifluoromethyl)phenyl]piperidine-3-carboxamide CC1=C(C=C(C=C1)NC(=O)C1CNCCC1)C(F)(F)F